(R)-2-(1-((6-(5-(((1-(2-chlorophenyl)ethoxy)carbonyl)amino)-1-methyl-1H-1,2,3-triazol-4-yl)-2-methylpyridin-3-yl)ethynyl)cyclobutyl)acetic acid ClC1=C(C=CC=C1)[C@@H](C)OC(=O)NC1=C(N=NN1C)C1=CC=C(C(=N1)C)C#CC1(CCC1)CC(=O)O